ethyl 2-(2-((5-(3-(aminomethyl)phenyl)-7-(cyclopropylmethoxy)benzofuran-3-yl)methoxy)phenyl)acetate NCC=1C=C(C=CC1)C=1C=C(C2=C(C(=CO2)COC2=C(C=CC=C2)CC(=O)OCC)C1)OCC1CC1